C(CCCCCCCC)C=1C(=C(C=CC1C)O)CCCCCCCCC di-nonyl-4-methylphenol